2-(3,3-bis(tert-butoxycarbonyl)-7-(diethylcarbamoyl)-1,2,3,4-tetrahydronaphthalen-1-yl)acetic acid C(C)(C)(C)OC(=O)C1(CC(C2=CC(=CC=C2C1)C(N(CC)CC)=O)CC(=O)O)C(=O)OC(C)(C)C